OCCC(C)NC(=O)C1=CC2=C(N3C(S2)=NC(=C3)C3=CC=C(C=C3)C(NC)=O)C=C1 N-(4-hydroxybutan-2-yl)-2-(4-(methylcarbamoyl)phenyl)benzo[d]imidazo[2,1-b]thiazole-7-carboxamide